SC1CN(CCC1)C(=O)OC(C)(C)C TERT-BUTYL 3-MERCAPTOPIPERIDINE-1-CARBOXYLATE